4-((2R,3S,4S)-3-(3,4-difluoro-2-methoxyphenyl)-4,5,5-trimethyltetrahydrofuran-2-carboxamido)picolinamide FC=1C(=C(C=CC1F)[C@H]1[C@@H](OC([C@H]1C)(C)C)C(=O)NC1=CC(=NC=C1)C(=O)N)OC